cholest-5,22-diene-24-carboxylic acid methyl ester COC(=O)C(C(C)C)C=C[C@@H](C)[C@H]1CC[C@H]2[C@@H]3CC=C4CCCC[C@]4(C)[C@H]3CC[C@]12C